C(C1=CC=CC=C1)N(C(N[C@H](C(=O)N[C@H](C(S(=O)(=O)[O-])O)C[C@H]1C(NCC1)=O)CC(C)C)=O)C1CCN(CC1)C(=O)OC(C)(C)C.[Na+] sodium (2S)-2-((S)-2-(3-benzyl-3-(1-(tert-butoxycarbonyl)piperidin-4-yl)ureido)-4-methylpentanamido)-1-hydroxy-3-((S)-2-oxopyrrolidin-3-yl)propane-1-sulfonate